BrC=1C(=C(C=C(C1C(=O)C1=C(C=CC(=C1)F)Cl)[N+](=O)[O-])CN(CC(F)F)C(=O)OC(C)(C)C)OC 2-methylpropan-2-yl [({3-bromo-4-[(2-chloro-5-fluorophenyl)carbonyl]-2-methoxy-5-nitrophenyl}methyl)(2,2-difluoroethyl)amino]methanoate